2-[2-(aminomethyl)-3,3-difluoro-allyl]-4-[6-(1,3-benzodioxol-5-yl)-3-pyridyl]-1,2,4-triazol-3-one NCC(CN1N=CN(C1=O)C=1C=NC(=CC1)C1=CC2=C(OCO2)C=C1)=C(F)F